C(#CC)C1N=NC2=NC(=NC(=C12)N)N 7-propynyl-8-aza-7-deazapurine-2,6-diamine